FC1=CC=C(OC=2C=CC(=NC2)NC(C(C)N2CCN(CC2)C(=O)C2=CNC(C=C2C(F)(F)F)=O)=O)C=C1 N-(5-(4-fluorophenoxy)pyridin-2-yl)-2-(4-(6-oxo-4-(trifluoromethyl)-1,6-dihydropyridine-3-carbonyl)piperazin-1-yl)propanamide